4,5-dihydro-1H-imidazole-5-carboxylate N1C=NCC1C(=O)[O-]